C(C)(=O)OC1CC2(C3CCC4CC(CCC4(C3CCC2(C1C=1C=CC(OC1)=O)C)C)NC(=O)N1CCNCCC1)O 3-(1,4-diazepane-1-carboxamido)-14-hydroxy-10,13-dimethyl-17-(2-oxo-2H-pyran-5-yl)hexadecahydro-1H-cyclopenta[a]phenanthren-16-yl acetate